4-hydroxy-3,5-dimethoxycinnamaldehyde OC1=C(C=C(C=CC=O)C=C1OC)OC